trioctylamine sulfur [S].C(CCCCCCC)N(CCCCCCCC)CCCCCCCC